N-((7-(3-cyano-5-fluorophenoxy)-2,2-difluoro-3-oxo-2,3-dihydro-1H-inden-4-yl)(fluoromethyl)(oxo)-λ6-sulfanylidene)methanesulfonamide C(#N)C=1C=C(OC=2C=CC(=C3C(C(CC23)(F)F)=O)S(=NS(=O)(=O)C)(=O)CF)C=C(C1)F